N1C=C(C2=CC=CC=C12)C=1C=C2N(CCN=C2C2=CC(=C(C(=C2)OC)OC)OC)C1 7-(1H-indol-3-yl)-1-(3,4,5-trimethoxyphenyl)-3,4-dihydropyrrolo[1,2-a]pyrazine